C12C(CC(C3C4C=CC(C13)C4)C2)C2CC4OC4CC2 3-(1,2,3,4,4a,5,8,8a-octahydro-1,4:5,8-dimethanonaphthalen-2-yl)-7-oxabicyclo[4.1.0]heptane